(R)-3,4-dihydroxy-5-((S)-1,2-dihydroxyethyl)furan-2(5H)-one OC=1C(O[C@@H](C1O)[C@H](CO)O)=O